BrC=1C=C(C=CC1)C[C@@H](C(=O)O)[C@H]1CN(CC1)C(=O)OC(C)(C)C (2R)-3-(3-Bromophenyl)-2-[(3S)-1-tert-butoxycarbonylpyrrolidin-3-yl]propanoic acid